BrC1=NN(C(=C1C(N)=O)NC1=CC=C(C=N1)OCCCCCC(=O)OC)COCC[Si](C)(C)C methyl 6-({6-[(3-bromo-4-carbamoyl-1-{[2-(trimethylsilyl)ethoxy]methyl}-1H-pyrazol-5-yl)amino]pyridin-3-yl}oxy)hexanoate